6-(cyclohexylmethyl)-1-methyl-1,6-dihydro-2H-pyrido[3',2':6,7]azepino[4,3,2-cd]isoindol-2-one C1(CCCCC1)CN1C2=C(C=C3N(C(C=4C=CC=C1C34)=O)C)C=CC=N2